[2-[3-(3-fluoroazetidin-1-yl)phenyl]-2-methoxy-acetyl]Lithium oxide [O-2].FC1CN(C1)C=1C=C(C=CC1)C(C(=O)[Li])OC